(R)-2-((tert-butyldimethylsilyl)oxy)propionic acid methyl ester COC([C@@H](C)O[Si](C)(C)C(C)(C)C)=O